5-(4-(4-(4-(1-(4-hydroxyphenyl)-2-phenylbut-1-en-1-yl)phenyl)piperazine-1-carbonyl)piperazin-1-yl-1-oxoisoindolin-2-yl)piperidine-2,6-dione OC1=CC=C(C=C1)C(=C(CC)C1=CC=CC=C1)C1=CC=C(C=C1)N1CCN(CC1)C(=O)N1CCN(CC1)C1N(C(C2=CC=CC=C12)=O)C1CCC(NC1=O)=O